(R)-6-(1-(6-azaspiro[2.5]octan-6-yl)ethyl)-2-(3-(3-((4-methyl-4H-1,2,4-triazol-3-yl)methyl)oxetan-3-yl)phenyl)-4-(trifluoromethyl)isoindolin-1-one C1CC12CCN(CC2)[C@H](C)C2=CC(=C1CN(C(C1=C2)=O)C2=CC(=CC=C2)C2(COC2)CC2=NN=CN2C)C(F)(F)F